FC(OC1=CC=C(C=C1)C1=NC2=C(N1CC1=C(OCCCCCC(=O)O)C=CC=C1)C=CC=C2)(F)F 6-(2-((2-(4-(trifluoromethoxy)phenyl)-1H-benzo[d]imidazol-1-yl)methyl)phenoxy)hexanoic acid